3-(4-methoxycarbonylphenyl)propionic acid COC(=O)C1=CC=C(C=C1)CCC(=O)O